(2-methyl-2H-1,2,3-triazol-4-yl)methyl (1-((3-chloro-4-fluorophenyl)carbamoyl)-2-methyl-2,4,5,6-tetrahydrocyclopenta[c]pyrrol-4-yl)carbamate ClC=1C=C(C=CC1F)NC(=O)C=1N(C=C2C1CCC2NC(OCC2=NN(N=C2)C)=O)C